(R)-2-amino-3-(4-borono-2-(difluoromethyl)phenyl)-2-methylpropanoic acid N[C@@](C(=O)O)(CC1=C(C=C(C=C1)B(O)O)C(F)F)C